C(C)(C)C1=C2C=C(N=CC2=C(C=C1)N1[C@@H]([C@H](C1)C=1OC=NN1)C)NC1=NC(=NC=C1)N1C[C@H]([C@@H](CC1)OC)O (3R,4R)-1-(4-((5-isopropyl-8-((2R,3S)-2-methyl-3-(1,3,4-oxadiazol-2-yl)azetidin-1-yl)isoquinolin-3-yl)amino)pyrimidin-2-yl)-4-methoxypiperidin-3-ol